(S)-3-(1-amino-1'-(6-amino-5-((2-amino-3-chloropyridin-4-yl)thio)-3-fluoropyrazin-2-yl)-1,3-dihydrospiro[inden-2,4'-piperidin]-6-yl)-N-methylpropanamide N[C@@H]1C2=CC(=CC=C2CC12CCN(CC2)C2=NC(=C(N=C2F)SC2=C(C(=NC=C2)N)Cl)N)CCC(=O)NC